CN1C(C(=CC(=C1)C(F)(F)F)C1(CC1)C(=O)N)=O (1-methyl-2-oxo-5-(trifluoromethyl)-1,2-dihydropyridin-3-yl)cyclopropane-1-carboxamide